C(C)(CC)[C@@H](CO)NC(C1=C(C=CC=C1)[N+](=O)[O-])=O N-[(1S)-1-sec-butyl-2-hydroxyethyl]-2-nitrobenzamide